C(C)(=O)OC([2H])([2H])[2H] Trideuteromethyl acetate